C(CCC)[Sn](C1=CC2=C(S1)C(=CS2)CC(CCCC)CCCC)(CCCC)CCCC tributyl-(6-(2-butylhexyl)thieno[3,2-B]thiophen-2-yl)stannane